[K].C1CCC2=C(C=3CCCC3C=C12)NC(=O)NS(=O)(=O)C1CCN(CC1)CC(F)(F)F N-((1,2,3,5,6,7-Hexahydro-s-indacen-4-yl)carbamoyl)-1-(2,2,2-trifluoroethyl)piperidine-4-sulfonamide, potassium salt